N1=CC=CC2=CC=CC(=C12)C=1C(N(C(C1)=O)CC1CCOCC1)=O 3-(quinolin-8-yl)-1-((tetrahydro-2H-pyran-4-yl)methyl)-1H-pyrrole-2,5-dione